OC(C)(C)C=1C(=CC2=CN(N=C2C1)C12CC(C1)(C2)N2CCN(CC2)C(=O)OC(C)(C)C)NC(C(F)(F)F)=O tert-butyl 4-(3-(6-(2-hydroxypropan-2-yl)-5-(2,2,2-trifluoroacetamido)-2H-indazol-2-yl)bicyclo[1.1.1]pentan-1-yl)piperazine-1-carboxylate